tert-butyl 2-acetamido-7,8-dihydro-4H-pyrazolo[1,5-a][1,4]diazepine-5(6H)-carboxylate C(C)(=O)NC1=NN2C(CN(CCC2)C(=O)OC(C)(C)C)=C1